oxocyclohexane-2-carboxylate O=C1C(CCCC1)C(=O)[O-]